(S)-2-(4-(1-(4-(difluoromethyl)-4H-1,2,4-triazol-3-yl)-3-methylcyclobutyl)-6-ethoxypyridin-2-yl)-6-((3-methylpiperidin-1-yl)methyl)-4-(trifluoromethyl)isoindolin-1-one FC(N1C(=NN=C1)C1(CC(C1)C)C1=CC(=NC(=C1)OCC)N1C(C2=CC(=CC(=C2C1)C(F)(F)F)CN1C[C@H](CCC1)C)=O)F